ClC1=C(CN2C=C(C3=CC=CC=C23)C(=O)NC2=C(C=NC=C2)F)C=CC(=C1)Cl 1-(2,4-dichlorobenzyl)-N-(3-fluoropyridin-4-yl)-1H-indole-3-carboxamide